N-(4-(2-oxo-1,2-dihydroquinolin-4-yl)benzyl)sulfamide hydrochloride Cl.O=C1NC2=CC=CC=C2C(=C1)C1=CC=C(CNS(=O)(=O)N)C=C1